6-Chloro-2-{4-[4-(1H-imidazol-4-ylmethyl)piperazin-1-yl]phenyl}-N-(1-methylpiperidin-4-yl)-3H-imidazo[4,5-b]pyridin-7-amine ClC=1C(=C2C(=NC1)NC(=N2)C2=CC=C(C=C2)N2CCN(CC2)CC=2N=CNC2)NC2CCN(CC2)C